tert-butyl 3-[(4,5-dichloro-2-hydroxyphenyl)[(2-methylpropane-2-sulfinyl)amino]methyl]azetidine-1-carboxylate ClC1=CC(=C(C=C1Cl)C(C1CN(C1)C(=O)OC(C)(C)C)NS(=O)C(C)(C)C)O